N-(4-((4-(2-methoxyethoxy)-6-(methylsulfonyl)pyridin-2-yl)amino)-5-(1-methyl-1H-pyrazol-3-yl)pyridin-2-yl)acetamide COCCOC1=CC(=NC(=C1)S(=O)(=O)C)NC1=CC(=NC=C1C1=NN(C=C1)C)NC(C)=O